C1N(CCC2=CC=CC=C12)C[C@@H]([C@H](CNC(=O)C=1N=C2N(C=C(C=C2)C=2C=NN(C2)[C@H]2COCC2)C1)O)O N-((2S,3S)-4-(3,4-dihydroisoquinolin-2(1H)-yl)-2,3-dihydroxybutyl)-6-(1-((R)-tetrahydrofuran-3-yl)-1H-pyrazol-4-yl)imidazo[1,2-a]pyridine-2-carboxamide